N-{7-[6-({[(3-methoxyphenyl)carbamoyl]methyl}carbamoyl)pyridin-2-yl]naphthalen-1-yl}prop-2-enamide COC=1C=C(C=CC1)NC(=O)CNC(=O)C1=CC=CC(=N1)C1=CC=C2C=CC=C(C2=C1)NC(C=C)=O